trans-1-ethyl-2-methylcyclohex-4-en-1,2-dicarboxylate C(C)[C@@]1([C@@](CC=CC1)(C(=O)[O-])C)C(=O)[O-]